C(CCCCCCCCCCCCCCCCCCCCC)(=O)OCC(O)CO glycerol docosanoate